2-methyl-4-[[1-[3-[(1S)-1-(2,2,6-trifluoro-1,3-benzodioxol-5-yl)ethoxy]phenyl]-3-(trifluoromethyl)-4,5,6,7-tetrahydroindazol-7-yl]oxy]benzoic acid CC1=C(C(=O)O)C=CC(=C1)OC1CCCC=2C(=NN(C12)C1=CC(=CC=C1)O[C@@H](C)C1=CC2=C(OC(O2)(F)F)C=C1F)C(F)(F)F